FC(CN1N=CC=2C1=NC(=CN2)N2CC1(CC2)CN(C(CC1)=O)C1=NC=C(C=C1)C(F)(F)F)F 2-(1-(2,2-difluoroethyl)-1H-pyrazolo[3,4-b]pyrazin-6-yl)-7-(5-(trifluoromethyl)pyridin-2-yl)-2,7-diazaspiro[4.5]decan-8-one